nickel-nickel phosphorus [P].[Ni].[Ni]